O1CCOC12CC=C(CC2)C2=CC=NC1=C2OCCN1 8-(1,4-dioxaspiro[4.5]dec-7-en-8-yl)-3,4-dihydro-2H-pyrido[3,2-b][1,4]oxazine